5-bromo-N-(3,3-difluorocyclobutyl)-3-(trifluoromethyl)pyridin-2-amine BrC=1C=C(C(=NC1)NC1CC(C1)(F)F)C(F)(F)F